β-valerolactone C1(CC(CC)O1)=O